C(C)(C)(C)C1=CN=C(O1)C=C1CCN(CC1)C(=O)OC(C)(C)C tert-Butyl 4-[(5-tert-butyloxazol-2-yl)methylene]piperidine-1-carboxylate